N-(4-(4-amino-7-methyl-5-(6-(1-methyl-1H-pyrazol-3-yl)pyridin-3-yl)-7H-pyrrolo[2,3-d]pyrimidin-6-yl)phenyl)methacrylamide NC=1C2=C(N=CN1)N(C(=C2C=2C=NC(=CC2)C2=NN(C=C2)C)C2=CC=C(C=C2)NC(C(=C)C)=O)C